(S)-N-benzyl-N-(3-((tert-butoxycarbonyl)amino)butyryl)glycine methyl ester COC(CN(C(C[C@H](C)NC(=O)OC(C)(C)C)=O)CC1=CC=CC=C1)=O